7-(1-hydroxyethyl)-3,3-dimethyl-1H,2H-pyrrolo[3,2-b]pyridine-5-carbonitrile OC(C)C1=C2C(=NC(=C1)C#N)C(CN2)(C)C